(R)-4-(difluoromethyl)-N-(8-fluoro-6-oxo-1,2,3,4,5,6-hexahydrobenzo[c][1,7]naphthyridin-1-yl)-N-methyl-1H-indole-2-carboxamide FC(C1=C2C=C(NC2=CC=C1)C(=O)N(C)[C@@H]1C=2C3=C(C(NC2CNC1)=O)C=C(C=C3)F)F